2,2-bis(4-methoxyphenyl)-5-(2-(2-hydroxyethoxy)-ethoxycarbonyl)-6-phenyl-[2H]-naphtho[1,2-b]pyran COC1=CC=C(C=C1)C1(C=CC2=C(O1)C1=CC=CC=C1C(=C2C(=O)OCCOCCO)C2=CC=CC=C2)C2=CC=C(C=C2)OC